N-(3-bromophenyl)-5-chloro-1H-benzo[d]imidazole-2-carboxamide BrC=1C=C(C=CC1)NC(=O)C1=NC2=C(N1)C=CC(=C2)Cl